((1s,4s)-4-((2-((2-(1-(Cyclopropylsulfonyl)-1H-pyrazol-4-yl)pyrimidin-4-yl)amino)-5-((1-(difluoromethyl)-1H-pyrazol-4-yl)ethynyl)pyridin-4-yl)amino)cyclohexyl)methanol C1(CC1)S(=O)(=O)N1N=CC(=C1)C1=NC=CC(=N1)NC1=NC=C(C(=C1)NC1CCC(CC1)CO)C#CC=1C=NN(C1)C(F)F